C[Si](N([Si](C)(C)C)[La](N([Si](C)(C)C)[Si](C)(C)C)N([Si](C)(C)C)[Si](C)(C)C)(C)C tris(N,N-bis(trimethylsilyl)amino)lanthanum (III)